NC(C(C1=CC=CC=C1)SC1=C(C(=C(C(=N1)N1CCC(CC1)NC1=NC=C(C=N1)C(=O)NO)C#N)CC)C#N)=O 2-((1-(6-((2-Amino-2-oxo-1-phenylethyl)thio)-3,5-dicyano-4-ethylpyridin-2-yl)piperidin-4-yl)amino)-N-hydroxypyrimidine-5-carboxamide